FC(C=1C=C(C=CC1)C=1C=C(OC1)C(=O)NC1=NC(=NS1)CC(C)=O)(F)F 4-(3-(trifluoromethyl)phenyl)-N-(3-(2-oxopropyl)-1,2,4-thiadiazol-5-yl)furan-2-Formamide